C1(=CC=C(C=C1)C[C@H](C[C@H](C(=O)OCC)C)NC(C(=O)[O-])CC=O)C1=CC=CC=C1.[K+] potassium (((2s,4r)-1-([1,1'-biphenyl]-4-yl)-5-ethoxy-4-methyl-5-oxopentan-2-yl) amino)-4-oxobutyrate